molybdenum chromite [Cr](=O)([O-])[O-].[Mo+4].[Cr](=O)([O-])[O-]